monodecanoyl ether C(CCCCCCCCC)(=O)OC(CCCCCCCCC)=O